6-chloro-3-(((R)-1-(6-fluoro-3-methyl-2-((S)-3-((1-methyl-1H-pyrazol-4-yl)oxy)pyrrolidin-1-yl)-4-oxo-3,4-dihydroquinazolin-8-yl)ethyl)amino)-N-(methylsulfonyl)picolinamide ClC1=CC=C(C(=N1)C(=O)NS(=O)(=O)C)N[C@H](C)C=1C=C(C=C2C(N(C(=NC12)N1C[C@H](CC1)OC=1C=NN(C1)C)C)=O)F